CN1CC2(C(N(C=3C=NC=4C=CC(=CC4C32)C=3C=C(C(=NC3)OCCCN(C)C)NS(=O)(=O)C)C)=O)C1 N-(5-(1,3'-Dimethyl-2'-oxo-2',3'-dihydrospiro[azetidine-3,1'-pyrrolo[2,3-c]quinolin]-8'-yl)-2-(3-(dimethylamino)propoxy)pyridin-3-yl)methanesulfonamide